N-(3-Mercapto-Propyl)-Propionamide SCCCNC(CC)=O